3-[(2,5-dichloro-7-((2-(trimethylsilyl)ethoxy)methyl)-7H-pyrrolo[2,3-d]pyrimidine-4-yl)amino]propan-1-ol ClC=1N=C(C2=C(N1)N(C=C2Cl)COCC[Si](C)(C)C)NCCCO